(1H-benzimidazol-2-ylmethylene)-2-methyl-propane-2-sulfinamide N1C(=NC2=C1C=CC=C2)C=CC(C)(S(=O)N)C